ClC1=NC=C(C(=C1)Cl)C(F)(F)C1CC1 2,4-dichloro-5-(cyclopropyldifluoromethyl)pyridine